C(=O)(OC(C)(C)C)N1N(C(C=C1)C(N)=N)C(=O)OC(C)(C)C N,N'-bis-Boc-guanylpyrazole